ClC1=NN(C2=CC=C(C=C12)COC1=CC=C2C=C(COC2=C1)CN1CC(C1)C(=O)OC)CCC methyl 1-[7-(3-chloro-1-propyl-1H-indazol-5-ylmethoxy)-2H-chromen-3-ylmethyl]-azetidine-3-carboxylate